N-[(3R,4R)-1-methyl-3-methyl-4-piperidyl]-6-[3-(4-mesyl-2-anisidino)-1-propynyl]-1-(2,2,2-trifluoroethyl)-1H-benzo[d]imidazole-4-carboxamide CN1C[C@H]([C@@H](CC1)NC(=O)C1=CC(=CC=2N(C=NC21)CC(F)(F)F)C#CCNC=2C(OC)=CC=C(C2)S(=O)(=O)C)C